C(C)(C)C1N(CC1)C(=O)C1=CN(C2=C1C(N(C=C2C)C)=O)C 3-((2-isopropylazetidin-1-yl)carbonyl)-1,5,7-trimethyl-1,5-dihydro-4H-pyrrolo[3,2-c]pyridin-4-one